(S)-N-(4-(((tert-butyldimethylsilyl)oxy)methyl)phenyl)pyrrolidine-2-carboxamide [Si](C)(C)(C(C)(C)C)OCC1=CC=C(C=C1)NC(=O)[C@H]1NCCC1